5-bromo-2-(4-fluoro-2-methyl-phenoxy)-4-methyl-pyridine-3-carboxamide BrC=1C(=C(C(=NC1)OC1=C(C=C(C=C1)F)C)C(=O)N)C